(2,3-dimethylphenyl)-3-iodo-6-methoxy-1H-pyrazolo[4,3-b]pyridine-1-carboxylic acid tert-butyl ester C(C)(C)(C)OC(=O)N1N=C(C2=NC(=C(C=C21)OC)C2=C(C(=CC=C2)C)C)I